3-fluoro-β-carboline FC=1N=CC=2NC3=CC=CC=C3C2C1